4-((S)-1-(4-((S)-1-aminoethyl)phenyl)-2-cyclopropylethyl)piperazine-1-carboxylic acid tert-butyl ester C(C)(C)(C)OC(=O)N1CCN(CC1)[C@@H](CC1CC1)C1=CC=C(C=C1)[C@H](C)N